C(C)(C)(C)OC(=O)N1CC(C1)CC#CCOC1=C(C(=CC(=C1)C(=O)OC)[N+](=O)[O-])Cl 3-(4-(2-chloro-5-(methoxycarbonyl)-3-nitrophenoxy)but-2-yn-1-yl)azetidine-1-carboxylic acid tert-butyl ester